3-methyl-2-{[2-(trimethylsilyl)ethoxy]methyl}-2H,4H,5H,6H-cyclopenta[c]pyrazol-6-ol CC1=C2C(=NN1COCC[Si](C)(C)C)C(CC2)O